C1(CCCCC1)CN[C@@H]1[C@@H](CCCC1)NC=1C=C2CN(C(C2=CC1)=O)C1C(NC(CC1)=O)=O 3-(5-(((1R,2S)-2-((cyclohexylmethyl)amino)cyclohexyl)amino)-1-oxoisoindolin-2-yl)piperidine-2,6-dione